1-[1-Methyl-7-(piperidin-4-yl)indazol-3-yl]-1,3-diazinane-2,4-dione CN1N=C(C2=CC=CC(=C12)C1CCNCC1)N1C(NC(CC1)=O)=O